cyclohexyl-3-hydroxy-2-(pyridin-2-yl)-2,4,5,7-tetrahydro-6H-pyrazolo[3,4-c]pyridine-6-carboxamide C1(CCCCC1)C1C=2C(CN(C1)C(=O)N)=NN(C2O)C2=NC=CC=C2